(S)-4-(4-amino-2-(4-(2-fluoroacryloylamino)phenyl)-7-(3-(3-fluoropyrrolidin-1-yl)prop-1-yn-1-yl)-1-methyl-1H-pyrrolo[3,2-c]pyridin-3-yl)-2-methoxy-N-(2,2,2-trifluoroethyl)benzamide NC1=NC=C(C2=C1C(=C(N2C)C2=CC=C(C=C2)NC(C(=C)F)=O)C2=CC(=C(C(=O)NCC(F)(F)F)C=C2)OC)C#CCN2C[C@H](CC2)F